N=1N(N=CC1)CC(=O)C=1C=CC(=C(C1)N1C(=NC2=CC=CC=C2C1=O)CN1CCN(CC1)C(=O)NC(C)C1=CC=C(C=C1)Cl)OC(C)C 4-((3-(5-(2-(2H-1,2,3-Triazol-2-yl)acetyl)-2-isopropoxyphenyl)-4-oxo-3,4-dihydroquinazolin-2-yl)methyl)-N-(1-(4-chlorophenyl)ethyl)piperazine-1-carboxamide